ClC=1C=C2C(N(C(=NC2=C(C1)[C@@H](C)NS(=O)(=O)C(C)(C)C)C=1C=NN(C1)C)C)=O N-((R)-1-(6-chloro-3-methyl-2-(1-methyl-1H-pyrazol-4-yl)-4-oxo-3,4-dihydroquinazolin-8-yl)ethyl)-2-methylpropane-2-sulfonamide